COC(C(C)[N+]#[C-])=O 2-ISOCYANOPROPIONIC ACID METHYL ESTER